ClC1=C(C=CC(=C1Cl)C)N1[C@@H](CN(CC1)CC[C@@H]1CC[C@H](CC1)NC(=O)C=1OC=CN1)C N-(trans-4-(2-((R)-4-(2,3-dichloro-4-methylphenyl)-3-methylpiperazin-1-yl)ethyl)cyclohexyl)oxazole-2-carboxamide